O=C1NC(CCC1N1C(C2=CC=C(C=C2C1)NCC(=O)NCCCCCCC(=O)OC)=O)=O methyl 7-[[2-[[2-(2,6-dioxo-3-piperidyl)-1-oxo-isoindolin-5-yl]amino]acetyl]amino]heptanoate